octacosanyl-dimethylammonium C(CCCCCCCCCCCCCCCCCCCCCCCCCCC)[NH+](C)C